O(C)[Si](CCO)(OC)OC 2-(trimethoxylsilyl)ethanol